2-(3,5-dichloro-4-((2'-oxospiro[cyclopentane-1,3'-indoline]-5'-yl)oxy)phenyl)-3,5-dioxo-2,3,4,5-tetrahydro-1,2,4-triazine-6-carbonitrile ClC=1C=C(C=C(C1OC=1C=C2C3(C(NC2=CC1)=O)CCCC3)Cl)N3N=C(C(NC3=O)=O)C#N